((2R,3S,4R,5R)-5-(4-aminopyrrolo[2,1-f][1,2,4]triazin-7-yl)-5-cyano-3,4-dihydroxytetrahydrofuran-2-yl)methyl ((1-methylcyclobutyl)methyl) carbonate C(OC[C@H]1O[C@@]([C@@H]([C@@H]1O)O)(C#N)C1=CC=C2C(=NC=NN21)N)(OCC2(CCC2)C)=O